OC1=CC=C(C(=N1)N1C(COCC1)=O)[N+](=O)[O-] 4-(6-hydroxy-3-nitro-2-pyridyl)morpholin-3-one